CC1=NC=2CCCCC2N=C1 Methyl-5,6,7,8-tetrahydroquinoxaline